(2-chloro-5-nitrophenyl)-N,N-dimethylmethylamine ClC1=C(C=C(C=C1)[N+](=O)[O-])CN(C)C